(7S)-2-(((1-(2-chloro-4-fluorobenzyl)-1H-pyrazol-4-yl)methyl)amino)-4,7,8-trimethyl-7,8-dihydropteridin-6(5H)-one ClC1=C(CN2N=CC(=C2)CNC2=NC=3N([C@H](C(NC3C(=N2)C)=O)C)C)C=CC(=C1)F